(S)-2-methyl-1-((2-(3-(3-((4-methyl-4H-1,2,4-triazol-3-yl)methyl)oxetan-3-yl)phenyl)-3-oxo-7-(trifluoromethyl)isoindolin-5-yl)methyl)pyrrolidine-2-carboxylic acid C[C@@]1(N(CCC1)CC=1C=C2C(N(CC2=C(C1)C(F)(F)F)C1=CC(=CC=C1)C1(COC1)CC1=NN=CN1C)=O)C(=O)O